ClC1=C(COC(=O)NC=2C=CC=C3CCC(OC23)C(=O)O)C=CC=C1 8-((((2-chlorobenzyl)oxy)carbonyl)amino)chromane-2-carboxylic acid